2-{3-[2-amino-6-(1-propionyl-1,2,3,6-tetrahydropyridin-4-yl)-7H-pyrrolo[2,3-d]pyrimidin-4-yl]-2-(hydroxymethyl)phenyl}-6-cyclopropyl-8-fluoroisoquinolin-1(2H)-one NC=1N=C(C2=C(N1)NC(=C2)C=2CCN(CC2)C(CC)=O)C=2C(=C(C=CC2)N2C(C1=C(C=C(C=C1C=C2)C2CC2)F)=O)CO